CC=1N=C(SC1C1=CC(=NC=C1)C(C(F)(F)F)(C)C)NC(=O)N1[C@@H](CCC1)C(=O)N (2S)-1-N-[4-methyl-5-[2-(1,1,1-trifluoro-2-methylpropan-2-yl)pyridin-4-yl]-1,3-thiazol-2-yl]pyrrolidine-1,2-dicarboxamide